CN(C)[Si](N(C)C)N(C)C N,N,N',N',N'',N''-Hexamethylsilanetriamine